(R)-6-chloro-3-((1-(3,6-dimethyl-2-(2-methylbenzo[d]oxazol-5-yl)-4-oxo-3,4-dihydroquinazolin-8-yl)ethyl)amino)-N-(methylsulfonyl)picolinamide ClC1=CC=C(C(=N1)C(=O)NS(=O)(=O)C)N[C@H](C)C=1C=C(C=C2C(N(C(=NC12)C=1C=CC2=C(N=C(O2)C)C1)C)=O)C